Methyl 4-(5-amino-1-methylpyrazol-3-yl)benzoat NC1=CC(=NN1C)C1=CC=C(C(=O)OC)C=C1